ClC1=CC=C2C=CN=C(C2=C1)O 7-Chloroisoquinolin-1-ol